Chloro-10-(2-hydroxybenzyl)-4-methyl-1,4,7,10-tetraazabicyclo[5.5.2]tetradecane Manganese(II) [Mn+2].ClC1N2CCN(CCN(CCN(C1)C)CC2)CC2=C(C=CC=C2)O